O=C1NC(CCC1N1C(C2=CC(=C(C=C2C1)CN1CCN(CC1)CC1=CC=C(C(=O)NC2=CC(=C(C=C2)C)NC2=NC=CC(=N2)C=2C=NC=CC2)C=C1)F)=O)=O 4-((4-((2-(2,6-dioxopiperidin-3-yl)-6-fluoro-1-oxoisoindolin-5-yl)methyl)piperazin-1-yl)methyl)-N-(4-methyl-3-((4-(pyridin-3-yl)pyrimidin-2-yl)amino)phenyl)benzamide